S(=O)(=O)(O)[P] Sulfophosphorus